(S)-3-acetamido-N-(7-amino-1-(2,6-difluorophenoxy)-2-oxohept-3-yl)benzamide trans-(4R,6R)-tert-Butyl-2-amino-4,6-dimethyl-6,7-dihydrothiazolo[5,4-c]pyridine-5(4H)-carboxylate C(C)(C)(C)OC(=O)N1[C@@H](C2=C(C[C@H]1C)N=C(S2)N)C.C(C)(=O)NC=2C=C(C(=O)N[C@H](C(COC1=C(C=CC=C1F)F)=O)CCCCN)C=CC2